[N-](S(=O)(=O)C(F)(F)F)S(=O)(=O)C(F)(F)F.C(CCCCCC)N1CC=C(C=C1)C N-heptyl-4-methylpyridine bistrifluoromethanesulfonimide salt